3-fluoro-4-((4-hydroxypiperidin-1-yl)methyl)phenylboronic acid FC=1C=C(C=CC1CN1CCC(CC1)O)B(O)O